C(CCC)OC1=C(C=C(C=C1C)C=1C=C2CCC([C@H](C2=CC1)NC(O[C@@H]1CN2CCC1CC2)=O)(C)C)C (S)-quinuclidin-3-yl ((R)-6-(4-butoxy-3,5-dimethylphenyl)-2,2-dimethyl-1,2,3,4-tetrahydronaphthalen-1-yl)carbamate